2-((2,3,4,5-tetramethylcyclopenta-1,3-dien-1-yl)methyl)pyridine CC1=C(C(C(=C1C)C)C)CC1=NC=CC=C1